(3S)-N-Methyl-1-(5-((Z)-4,4,4-trifluoro-1-(3-fluoro-1-(tetrahydro-2H-pyran-2-yl)-1H-indazol-5-yl)-2-phenylbut-1-en-1-yl)pyridin-2-yl)piperidin-3-amine CN[C@@H]1CN(CCC1)C1=NC=C(C=C1)\C(=C(\CC(F)(F)F)/C1=CC=CC=C1)\C=1C=C2C(=NN(C2=CC1)C1OCCCC1)F